OC=1C(=C(C=C(C1)O)C1=NC2=C(N1)C=CC=C2)C(=O)OCC 2-(3,5-dihydroxyethoxycarbonylphenyl)-1H-benzimidazole